5-[(3'R)-6,7-dihydrospiro[pyrazolo[5,1-c][1,4]oxazine-4,3'-pyrrolidin]-2-yl]-3-(trifluoromethoxy)pyridin-2-amine hydrogen chloride Cl.N1C[C@@]2(CC1)OCCN1C2=CC(=N1)C=1C=C(C(=NC1)N)OC(F)(F)F